C(C1CN=CC=C1)(=O)OCCC propyl dihydronicotinate